C(CCCCCCCCCCCCCCC)C(N(CCO)C)CO hexadecyl-methyl-diethanolamine